octadecyl 3-(3',5'-di-t-butyl-4-hydroxyphenyl)propionate C(C)(C)(C)C=1C=C(C=C(C1O)C(C)(C)C)CCC(=O)OCCCCCCCCCCCCCCCCCC